CC1=C(C=C2CCN(CC2=C1)C1CC2(C1)CCCCC2)C(=O)OC methyl 7-methyl-2-(spiro[3.5]nonan-2-yl)-1,2,3,4-tetrahydroisoquinoline-6-carboxylate